CC1CC2(CCN(C2=O)C2=NC(=CC=C2)C(F)(F)F)CCN1C(=O)OC(C)(C)C tert-butyl 7-methyl-1-oxo-2-(6-(trifluoromethyl)pyridin-2-yl)-2,8-diazaspiro[4.5]decane-8-carboxylate